tert-Butyl methyl((3-methyl-4-(pyridin-3-yloxy)benzofuran-2-yl)methyl)carbamate CN(C(OC(C)(C)C)=O)CC=1OC2=C(C1C)C(=CC=C2)OC=2C=NC=CC2